cis-4-(3,4-difluorophenyl)-5-(iodomethyl)dihydrofuran-2(3H)-one FC=1C=C(C=CC1F)[C@@H]1CC(O[C@@H]1CI)=O